CC(=O)C1=C(C=C(C=C1O)O)O 2,4,6-trihydroxyacetophenone monohydrate